[(3S)-5-oxopyrrolidin-3-yl] carbonate C(O[C@@H]1CNC(C1)=O)([O-])=O